CN1C(C2=CC=C(C=C2C1)C(=O)OC)=O methyl 2-methyl-1-oxo-isoindoline-5-carboxylate